C(C)C1=NC(=NO1)N[C@@H]1C[C@H](CC1)NC1=CC=C(C=N1)N1N=CC=C(C1=O)C 2-(6-(((1S,3S)-3-((5-ethyl-1,2,4-oxadiazol-3-yl)amino)cyclopentyl)amino)pyridin-3-yl)-4-methylpyridazin-3(2H)-one